N-(5-(6-(cyclopropylmethyl)-7-(2,6-dichloro-3,5-dimethoxyphenyl)-5-oxo-5,6-dihydro-2,6-naphthyridin-3-yl)-1-(2-methoxyethyl)-1H-pyrazol-4-yl)acrylamide C1(CC1)CN1C(C=2C=C(N=CC2C=C1C1=C(C(=CC(=C1Cl)OC)OC)Cl)C1=C(C=NN1CCOC)NC(C=C)=O)=O